2-methyl-1-(pyridin-4-ylmethyl)-4-(2',3',4',5'-tetrahydro-[1,1'-biphenyl]-4-yl)-1H-benzo[d]imidazole CC1=NC2=C(N1CC1=CC=NC=C1)C=CC=C2C2=CC=C(C=C2)C=2CCCCC2